OC1=C(C(=CC=2OC3=CC(=C(C(=C3C(C12)=O)\C=C\C(C)(C)O)OC)OC)OC)CC=C(C)C 1-Hydroxy-3,6,7-trimethoxy-2-(3-methyl-2-butenyl)-8-(3-hydroxy-3-methyl-1E-butenyl)-xanthone